N-(3-{6-azaspiro[2.5]octan-6-yl}-4-{4-[3-(4,4-difluoropiperidin-1-yl)-5-methyl-4-nitrophenyl]-1H-1,2,3-triazol-1-yl}phenyl)-2-hydroxyethane-1-sulfonamide C1CC12CCN(CC2)C=2C=C(C=CC2N2N=NC(=C2)C2=CC(=C(C(=C2)C)[N+](=O)[O-])N2CCC(CC2)(F)F)NS(=O)(=O)CCO